FC1=CC(=C(C=C1C1=CCCN(C1)C(=O)N1CCCC1)NC(=O)C1=CNC(C=C1C(F)(F)F)=O)N1C[C@H](N([C@H](C1)C)C)C N-[4-fluoro-5-[1-(pyrrolidine-1-carbonyl)-3,6-dihydro-2H-pyridin-5-yl]-2-[(3R,5S)-3,4,5-trimethylpiperazin-1-yl]phenyl]-6-oxo-4-(trifluoromethyl)-1H-pyridine-3-carboxamide